FC(C1=CC=C(C=N1)N1N=NC(=C1COC=1C=C2CCN(CC2=CN1)C(C)C)C)F 6-({1-[6-(Difluoromethyl)pyridin-3-yl]-4-methyl-1H-1,2,3-triazol-5-yl}methoxy)-2-(propan-2-yl)-1,2,3,4-tetrahydro-2,7-naphthyridine